C(C1=CC=CC=C1)OCC[C@@H]1OC1 (S)-2-(2-(benzyloxy)ethyl)oxirane